Imino(2-chlorophenyl)(methyl)-λ6-sulfanone N=S(=O)(C)C1=C(C=CC=C1)Cl